[O].NC1=C(C=CC=C1)O aminophenol oxygen